2-methoxy-6-(methylsulfonamido)-11,12,13,14,14a,15-hexahydro-9H-dibenzo[f,h]pyrido[1,2-b]isoquinolin-3-carboxylic acid COC=1C(=CC2=C(C=3CC4N(CC3C3=C2C=C(C=C3)NS(=O)(=O)C)CCCC4)C1)C(=O)O